C(CCCCCCCC(=O)O)(=O)O Nonanedioic Acid